FC=1C=C(CN2C3=C(C(=C(CC2=O)C(C(F)(F)F)=O)O)C=CC=C3)C=CC1C 1-(3-fluoro-4-methylbenzyl)-5-hydroxy-4-(2,2,2-trifluoroacetyl)-1,3-dihydro-2H-benzo[b]azepin-2-one